rac-N,N-dimethyl-N'-[(3S,4R)-7-methyl-4-({[(1s,4S)-4-(3-methylphenyl)cyclohexyl]oxy}methyl)-6-oxo-1,3,4,6-tetrahydro-2H-quinolizin-3-yl]sulfuric diamide CN(S(N[C@H]1CCC2=CC=C(C(N2[C@H]1COC1CCC(CC1)C1=CC(=CC=C1)C)=O)C)(=O)=O)C |r|